4-Cyclohexylmethane C1CCC(CC1)C